ClC=1C=C(C(=NC1)OC)S(=O)(=O)NC1=NC=C(C(=C1F)C=1C=CC=2N(C1)C=NC2C=2NC=CN2)F 5-chloro-N-[3,5-difluoro-4-[1-(1H-imidazol-2-yl)imidazo[1,5-a]pyridin-6-yl]pyridin-2-yl]-2-methoxypyridine-3-sulfonamide